cis-benzyl (4-(chlorosulfonyl)cyclohexyl)carbamate ClS(=O)(=O)[C@H]1CC[C@H](CC1)NC(OCC1=CC=CC=C1)=O